OC=1C(=NC(=CC1)C)C=1C=NC(=CC1)C hydroxy-6,6'-dimethyl-[2,3'-bipyridin]